[Br-].NC(C(CC1=CC=CC=C1)NC(CNC(=O)C1=CC=C(OCCCCCC[N+]2=CC=C(C=C2)N(C)C)C=C1)=O)=O 1-(6-(4-((2-((1-amino-1-oxo-3-phenylpropan-2-yl)amino)-2-oxoethyl)carbamoyl)phenoxy)hexyl)-4-(dimethylamino)pyridin-1-ium bromide